tert-butyl 2-[2-[2-[2-[2-(2,6-dioxo-3-piperidyl)-1,3-dioxo-isoindolin-4-yl]oxyethoxy]ethoxy]ethoxy]acetate O=C1NC(CCC1N1C(C2=CC=CC(=C2C1=O)OCCOCCOCCOCC(=O)OC(C)(C)C)=O)=O